NC1=CC=C(C(=N1)C1=C(C=C2C(=NC(=NC2=C1)OC1C(CCC1)N(C)C)N1[C@H](CN(CC1)C(=O)OC(C)(C)C)C)Cl)C(F)(F)F tert-butyl (3S)-4-(7-(6-amino-3-(trifluoromethyl)pyridin-2-yl)-6-chloro-2-((2-(dimethylamino)cyclopentyl)oxy)quinazolin-4-yl)-3-methylpiperazine-1-carboxylate